2-(3-(3-aminopropyl)phenoxy)-1-phenylethanol NCCCC=1C=C(OCC(O)C2=CC=CC=C2)C=CC1